(E)-2-(hydrazono)thiazole N(/N)=C/1\SC=CN1